BrC=1C=C2C(CC3(CCNCC3)C2=CC1)OC1=C(C=CC(=C1)C#N)CC(=O)OCC 5-bromo-3-(5-cyano-2-(2-ethoxy-2-oxoethyl)phenoxy)-2,3-dihydrospiro[indene-1,4'-piperidine]